N-(1-(3-Aminophenyl)-2-(benzylamino)-2-oxoethyl)-N-(3-chloro-4-methoxy-phenyl)propiolamide NC=1C=C(C=CC1)C(C(=O)NCC1=CC=CC=C1)N(C(C#C)=O)C1=CC(=C(C=C1)OC)Cl